tert-butyl [3-(aminomethyl)-2-(2-chlorophenyl)pyridin-4-yl]carbamate NCC=1C(=NC=CC1NC(OC(C)(C)C)=O)C1=C(C=CC=C1)Cl